(S)-2-(3-fluoro-5-isopropyl-2-methoxyphenyl)-2-((R)-3-((5-(4-isopropoxy-5,6,7,8-tetrahydro-1,8-naphthyridin-2-yl)pentyl)oxy)pyrrolidin-1-yl)acetic acid FC=1C(=C(C=C(C1)C(C)C)[C@@H](C(=O)O)N1C[C@@H](CC1)OCCCCCC1=NC=2NCCCC2C(=C1)OC(C)C)OC